CC(CNCC(=C)C)=C di(2-methyl-2-propenyl)amine